ClC1=C(C(=O)NC2=CC=C(C=C2)C2=NN(C(=C2)NC(OC2=CC=CC=C2)=O)C)C=CC=C1 phenyl (3-(4-(2-chlorobenzamido)phenyl)-1-methyl-1H-pyrazol-5-yl)carbamate